3-phenylamino-5-ethyl-1-(4-vinylbenzyl)-1H-1,2,4-triazole C1(=CC=CC=C1)NC1=NN(C(=N1)CC)CC1=CC=C(C=C1)C=C